C1(CCC1)[Bi]1S[Bi](S[Bi](S1)C1CCC1)C1CCC1 2,4,6-tricyclobutyl-1,3,5,2,4,6-trithiatribismane